ClC=1C=C(C#N)C=C(C1)OC1=C(N=CN(C1=O)CC=1C(=NC(=NC1)NC)OCC1=CC=C(C=C1)OC)C(F)(F)F 3-chloro-5-((1-((4-((4-methoxybenzyl)oxy)-2-(methylamino)pyrimidin-5-yl)methyl)-6-oxo-4-(trifluoromethyl)-1,6-dihydropyrimidin-5-yl)oxy)benzonitrile